benzyl 2-(2-isopropylphenyl)-4-phenoxypiperidine-1-carboxylate C(C)(C)C1=C(C=CC=C1)C1N(CCC(C1)OC1=CC=CC=C1)C(=O)OCC1=CC=CC=C1